4-((S)-4-acryloyl-2-methylpiperazin-1-yl)-7-(2-amino-3,6-difluorophenyl)-6-chloro-1-(2-isopropyl-4-(methylthio)pyridin-3-yl)pyrido[2,3-d]pyrimidin-2(1H)-one C(C=C)(=O)N1C[C@@H](N(CC1)C=1C2=C(N(C(N1)=O)C=1C(=NC=CC1SC)C(C)C)N=C(C(=C2)Cl)C2=C(C(=CC=C2F)F)N)C